C(C=C)(=O)OC(C)(CO)O 2-acryloyloxy-2-Hydroxy-3-propanol